NCCN1C(C2=CC(=CC=C2C2(CCNCC2)C1=O)NC(C)=O)C1CCC(CC1)C(C)C N-(2-(2-aminoethyl)-1-((1s,4s)-4-isopropylcyclohexyl)-3-oxo-2,3-dihydro-1H-spiro[isoquinoline-4,4-piperidin]-7-yl)acetamide